methyl 2-(4-(4-((6-amino-4-methylpyridin-2-yl)amino)butyl)-6-azaspiro[2.5]octan-6-yl)-4-bromobenzoate NC1=CC(=CC(=N1)NCCCCC1C2(CC2)CCN(C1)C1=C(C(=O)OC)C=CC(=C1)Br)C